6-(2,8-dimethylimidazo[1,2-b]pyridazin-6-yl)-4-fluoro-2-(4-piperidinyl)benzotriazole CC=1N=C2N(N=C(C=C2C)C=2C=C(C=3C(=NN(N3)C3CCNCC3)C2)F)C1